2-Amino-6-(4-aminomethyl-4-methyl-piperidin-1-yl)-3-(2,3-dichloro-phenyl)-5-methyl-3H-pyrimidin-4-one NC1=NC(=C(C(N1C1=C(C(=CC=C1)Cl)Cl)=O)C)N1CCC(CC1)(C)CN